(2S)-N-{4-methyl-3-[2-(1-methylpyrazol-4-yl)-6-(morpholin-4-yl)pyridin-4-yl]phenyl}-2-(trifluoromethyl)morpholine-4-carboxamide CC1=C(C=C(C=C1)NC(=O)N1C[C@H](OCC1)C(F)(F)F)C1=CC(=NC(=C1)N1CCOCC1)C=1C=NN(C1)C